(R)-6-chloro-5-methyl-N-(1-methylpiperidin-3-yl)pyridazine-3-Amine ClC1=C(C=C(N=N1)N[C@H]1CN(CCC1)C)C